C(C)(C)(C)C(=O)OC=1C=C(C=CC1OC(=O)C(C)(C)C)C1=NC2=CC(=CC=C2C(C1OC(=O)C(C)(C)C)=O)OC(=O)C(C)(C)C 2-(3,4-di-(t-butylcarbonyloxy)-phenyl)-3,7-di-(t-butylcarbonyloxy)-quinolin-4-one